P(=O)(OCCOCCCC)(OCCOCCCC)OCCOCCCC tris-butoxyethyl phosphate